BrC1=CC(=CS1)C=CC(=O)C1=C(C=CS1)C 5-(3-(5-bromothiophen-3-yl)acryloyl)-4-methylthiophene